N1(C=NC=C1)C=1C=CC(=C(C1)O)C=1N=NC(=CN1)C(=C)C1C[C@@H]2[C@@H](CNC2)C1 5-(1H-imidazol-1-yl)-2-(6-(1-((3aR,5s,6aS)-octahydrocyclopenta[c]pyrrol-5-yl)vinyl)-1,2,4-triazin-3-yl)phenol